FC=1C=C(CN2N=CC=C2)C=CC1 (3-fluorobenzyl)-1H-pyrazole